C(C=C)(=O)N1[C@H](CN(CC1)C1=NC(=NC=2C[C@@]3(CCC12)C(=C(C1=CC=CC=C13)C)F)OC[C@H]1N(CCC1)C)CC#N 2-((S)-1-propenoyl-4-((R)-2-fluoro-3-methyl-2'-(((S)-1-methylpyrrolidin-2-yl)methoxy)-5',8'-dihydro-6'H-spiro[inden-1,7'-quinazolin]-4'-yl)piperazin-2-yl)acetonitrile